4-ethoxypyridin-3-amine C(C)OC1=C(C=NC=C1)N